N,N-di(2-hydroxyethyl)-hexadecanamide OCCN(C(CCCCCCCCCCCCCCC)=O)CCO